eicosyl hydroxybenzoate OC1=C(C(=O)OCCCCCCCCCCCCCCCCCCCC)C=CC=C1